3-[(2-chloro-5-fluorophenyl)methoxy]-5-(4,4,5,5-tetramethyl-1,3,2-dioxaborolan-2-yl)pyridin ClC1=C(C=C(C=C1)F)COC=1C=NC=C(C1)B1OC(C(O1)(C)C)(C)C